4-[(cyclopropylamino)carbonyl]piperazine-1-carboxylic acid benzyl ester C(C1=CC=CC=C1)OC(=O)N1CCN(CC1)C(=O)NC1CC1